nitrite nitrogen salt [N+3].N(=O)[O-].N(=O)[O-].N(=O)[O-]